ClC1=CC=NC2=CC=C(C=C12)C1=CC=C(C=C1)C1CCN(CC1)C(=O)OC(C)(C)C tert-butyl 4-(4-(4-chloroquinolin-6-yl)phenyl)piperidine-1-carboxylate